S(=O)(=O)([O-])[O-].C(CCCCCCCCCCCCCCCCCCC)[NH2+]CCCCCCCCCCCCCCCCCCCC.C(CCCCCCCCCCCCCCCCCCC)[NH2+]CCCCCCCCCCCCCCCCCCCC eicosyl-(cosyl)ammonium sulfate